N1CC(C1)CS(=O)(=O)CCN(C)C 2-(azetidin-3-yl-methylsulfonyl)-N,N-dimethylethylamine